FC(CSSC1=CC=CC=C1)(F)F phenyl (2,2,2-trifluoroethyl) disulfide